NC1=CC=C(C=C1)C1=CC=C(C=C1)OCCNC(OC(C)(C)C)=O tert-butyl (2-((4'-amino-[1,1'-biphenyl]-4-yl)oxy)ethyl)carbamate